[18F]C1=CC=C(CO)C=C1 4-[18F]fluorobenzyl alcohol